N1=CC=CC=2C=CCN(C12)C(=O)N naphthyridine-8-carboxamide